ClC=1C(=NC(=NC1)NC=1C=NN(C1)CCC)C1=CC=C(C(=O)O)C=C1 4-(5-Chloro-2-((1-propyl-1H-pyrazol-4-yl)amino)pyrimidin-4-yl)benzoic Acid